1,3-bis(2,2-dimethoxy-1,2-azasilolidine-1-yl)propane CO[Si]1(N(CCC1)CCCN1[Si](CCC1)(OC)OC)OC